NC=1C=2N(C=C(N1)C)C(=NC2C2(CC(=NC=C2)NC([C@@H](O)C2=CC(=CC=C2)F)=O)C)C([2H])([2H])[2H] (S)-N-[4-[8-amino-6-methyl-3-(trideuteriomethyl)imidazo[1,5-a]pyrazin-1-yl]-4-methyl-2-pyridyl]-2-(3-fluorophenyl)-2-hydroxy-acetamide